(trans)-2-[[2-[(7-chloro-1-hydroxy-1,3-dihydrobenzo[c][1,2]oxaborol-5-yl)amino]-5-methyl-pyrimidin-4-yl]amino]cyclohexane-1-carbonitrile ClC1=CC(=CC2=C1B(OC2)O)NC2=NC=C(C(=N2)N[C@H]2[C@@H](CCCC2)C#N)C